(2,5-dimethylphenyl)-6-methyl-4-[(1-methylcyclopropyl)amino]furo[2,3-d]pyrimidine-5-carboxamide CC1=C(C=C(C=C1)C)C=1N=C(C2=C(N1)OC(=C2C(=O)N)C)NC2(CC2)C